C(=O)(O)C(CCCCC1=C(C=CC=C1)CCCC1(CC1)C(=O)O)(C)C 1-(3-(2-(5-carboxy-5-methylhexyl)phenyl)propyl)cyclopropane-1-carboxylic acid